4-Bromo-2-(2,6-dioxopiperidin-3-yl)-5-((4-(2-fluoro-5-((4-oxo-3,4-dihydrophthalazine-1-yl)methyl)benzoyl)piperazin-1-yl)methyl)isoindoline-1,3-dione BrC1=C2C(N(C(C2=CC=C1CN1CCN(CC1)C(C1=C(C=CC(=C1)CC1=NNC(C2=CC=CC=C12)=O)F)=O)=O)C1C(NC(CC1)=O)=O)=O